ClC1=CC=C(C=C1)C(C(=O)Cl)C(C)C 2-(4-chlorophenyl)-3-methylbutyryl chloride